2-(difluoromethyl)pyrimidine-4,6-diol FC(C1=NC(=CC(=N1)O)O)F